COC(=C(C)C)O[Si](C)(C)C 1-methoxy-2-methyl-1-(trimethylsiloxy)propene